C(CCCCCCCCC)(=O)OC(CSCCCCCC)CCCCCC(CCCCCC(CSCCCCCC)OC(CN(C)C(CCCCC)=O)=O)O 14-((N-hexanoyl-N-methylglycyl)oxy)-1,15-bis(hexylthio)-8-hydroxypentadecan-2-yl decanoate